(R)-4-(cyclohexyloxy)-N-(1-(3,4-dichlorophenyl)-2-(dimethylamino)ethyl)benzenesulfonamide C1(CCCCC1)OC1=CC=C(C=C1)S(=O)(=O)N[C@@H](CN(C)C)C1=CC(=C(C=C1)Cl)Cl